CC1(CN(C1)CC(=O)NC=1C=C(C(=NC1)C)C=1N2C(SC1C1=COC=C1)=C(C=N2)C(=O)N)C (5-(2-(3,3-dimethylazetidin-1-yl)acetamido)-2-methylpyridin-3-yl)-2-(furan-3-yl)pyrazolo[5,1-b]thiazole-7-carboxamide